2-(difluoromethyl)-3-[(3S)-3-(dimethylamino)piperidin-1-yl]benzene-1-sulfonyl chloride FC(C1=C(C=CC=C1N1C[C@H](CCC1)N(C)C)S(=O)(=O)Cl)F